CC(C(C1=CC=CC=C1)N1N=NC(=C1)CNC1=CC=C(C(=O)N)C=C1)(C)C 4-((1-(2,2-dimethyl-1-phenylpropyl)-1H-1,2,3-triazol-4-yl)methyl)aminobenzamide